3-(5-(((1R,2R)-2-(3-ethoxyazetidin-1-yl)cyclohexyl)amino)-1-oxoisoindolin-2-yl)piperidine-2,6-dione C(C)OC1CN(C1)[C@H]1[C@@H](CCCC1)NC=1C=C2CN(C(C2=CC1)=O)C1C(NC(CC1)=O)=O